N1C(CCC1)C(=O)OC Methyl 2-pyrrolidinecarboxylate